(1R,2R,4S,6S)-6-(tert-butyl)-2-(hydroxymethyl)-2-(methoxymethyl)quinuclidin-3-one vanadium [V].C(C)(C)(C)[C@@H]1C[C@H]2C([C@](N1CC2)(COC)CO)=O